(S)-(((1-(4-amino-2-oxopyrimidin-1(2H)-yl)-3-hydroxypropan-2-yl)oxy)methyl)phosphonic acid NC1=NC(N(C=C1)C[C@@H](CO)OCP(O)(O)=O)=O